2,2'-(E)-diazene-1,2-diylbis(2-methylpropanenitrile) N(=N\C(C#N)(C)C)/C(C#N)(C)C